CN(C1CCN(CC1)C(=O)OC(C)(C)C)C=1C2=C(N=C(N1)SC)CNC2=O tert-butyl 4-[methyl-(2-methylsulfanyl-5-oxo-6,7-dihydropyrrolo[3,4-d]pyrimidin-4-yl)amino]piperidine-1-carboxylate